FC(C)(F)C1=CC(=CC(=N1)NC1=CC(=NC=C1OCCOC)NC(C)=O)C N-(4-((6-(1,1-difluoroethyl)-4-methylpyridin-2-yl)amino)-5-(2-methoxyethoxy)pyridin-2-yl)acetamide